6-fluoro-benzoxazole FC1=CC2=C(N=CO2)C=C1